C(C)OC(=O)C=1SC(=CC1)CBr 5-(bromomethyl)thiophene-2-carboxylic acid ethyl ester